N-[(1R,3S)-3-{[6-chloro-2-(trifluoromethyl)quinolin-4-yl]amino}cyclohexyl]-1-(difluoromethyl)-3-nitro-1H-pyrazole-4-carboxamide ClC=1C=C2C(=CC(=NC2=CC1)C(F)(F)F)N[C@@H]1C[C@@H](CCC1)NC(=O)C=1C(=NN(C1)C(F)F)[N+](=O)[O-]